CCCCCCCC\C=C/CCCCCCCCC (Z)-9-Nonadecene